FC=1C=C2CN(CC2=CC1)C1=NC2=C(C=C(C=C2C(N1C)=O)C)C(C)NC=1C(=NN(C1)C)C(=O)OC methyl 4-((1-(2-(5-fluoroisoindolin-2-yl)-3,6-dimethyl-4-oxo-3,4-dihydroquinazolin-8-yl) ethyl) amino)-1-methyl-1H-pyrazole-3-carboxylate